NC=1C2=C(N=CN1)N(C=C2I)[C@@H]2CC([C@@H]1[C@H]2OC(O1)(C)C)C1CN(CCC1)C(=O)OC(C)(C)C tert-Butyl 3-((3aR,6R,6aS)-6-(4-amino-5-iodo-7H-pyrrolo[2,3-d]pyrimidin-7-yl)-2,2-dimethyltetrahydro-4H-cyclopenta[d][1,3]dioxol-4-yl)piperidine-1-carboxylate